FC=1C=C2CN(CC2=CC1)C1C(N(C(CC1)=O)OC)=O 5-fluoro-2-(1-methoxy-2,6-dioxopiperidin-3-yl)-2,3-dihydro-1H-isoindole